5-(2'-amino-5-chloro-2,4'-difluoro-[1,1'-biphenyl]-4-carboxamido)-3-chloro-N-(2,2-difluoro-2λ3-ethyl)picolinamide NC1=C(C=CC(=C1)F)C1=C(C=C(C(=C1)Cl)C(=O)NC=1C=C(C(=NC1)C(=O)NC[C](F)F)Cl)F